4-[[3,3-difluoro-9-(4-methoxycarbonylphenyl)-8-azaspiro[4.5]decan-8-yl]methyl]-5-methoxy-7-methyl-indole-1-carboxylic acid tert-butyl ester C(C)(C)(C)OC(=O)N1C=CC2=C(C(=CC(=C12)C)OC)CN1CCC2(CC(CC2)(F)F)CC1C1=CC=C(C=C1)C(=O)OC